isopropyl 3-(3-acrylamido-4-methylphenyl)-2-(6-(4-methylpiperazin-1-yl)pyridin-3-yl)-1H-pyrrolo[2,3-b]pyridine-5-carboxylate C(C=C)(=O)NC=1C=C(C=CC1C)C1=C(NC2=NC=C(C=C21)C(=O)OC(C)C)C=2C=NC(=CC2)N2CCN(CC2)C